Dioctadecyl ((3-(dimethylamino)propoxy)carbonyl)-L-glutamate CN(CCCOC(=O)N[C@@H](CCC(=O)OCCCCCCCCCCCCCCCCCC)C(=O)OCCCCCCCCCCCCCCCCCC)C